C1(CC1)COC(=O)C1CCNCC1 (cyclopropylmethyl)piperidine-4-carboxylate